3-[3-(1-ethyl-5-{[(1-methylpiperidin-4-yl)amino]methyl}-1H-indol-2-yl)prop-2-yn-1-yl]-1-phenylurea C(C)N1C(=CC2=CC(=CC=C12)CNC1CCN(CC1)C)C#CCNC(NC1=CC=CC=C1)=O